5-(benzyloxy)pyridin-3-amine C(C1=CC=CC=C1)OC=1C=C(C=NC1)N